(3S,8S,9S,10R,13R,14S,17R,20R)-N-(2-fluorophenyl)-3-hydroxy-N-methyl-cholan-5(6)-en-24-amide FC1=C(C=CC=C1)N(C(CC[C@@H](C)[C@H]1CC[C@H]2[C@@H]3CC=C4C[C@H](CC[C@]4(C)[C@H]3CC[C@]12C)O)=O)C